7-cyclopentyl-2-((5-(4-((5-(2,6-dioxopiperidin-3-yl)-2-fluoropyridin-3-yl)methyl)piperazin-1-yl)pyridin-2-yl)amino)-N,N-dimethyl-7H-pyrrolo[2,3-d]pyrimidine-6-carboxamide C1(CCCC1)N1C(=CC2=C1N=C(N=C2)NC2=NC=C(C=C2)N2CCN(CC2)CC=2C(=NC=C(C2)C2C(NC(CC2)=O)=O)F)C(=O)N(C)C